FC(C1=NC=CC(=C1)SCC(=O)O)(F)F 2-((2-(trifluoromethyl)pyridin-4-yl)thio)acetic acid